ClC=1C(=NC(=NC1)NC1=C(C=C(C(=C1)C)C=1CCN(CC1)C1COC1)OC(C)C)NC1=C(C=CC=C1)S(=O)(=O)C(C)C 5-chloro-N2-(2-isopropoxy-5-methyl-4-(1-(oxetan-3-yl)-1,2,3,6-tetrahydropyridin-4-yl)phenyl)-N4-(2-(isopropylsulfonyl)phenyl)pyrimidine-2,4-diamine